methyl 2-(6-(4-(1-(4-chloro-3-fluorophenyl)-3,3-diethyl-2,3-dihydro-1H-pyrrolo[3,2-b]pyridine-5-carbonyl)-3,3-dimethylpiperazin-1-yl)pyridin-3-yl)acetate ClC1=C(C=C(C=C1)N1CC(C2=NC(=CC=C21)C(=O)N2C(CN(CC2)C2=CC=C(C=N2)CC(=O)OC)(C)C)(CC)CC)F